CC1(C(C=C1)(C)C)C tetramethyl-cyclobutene